methyl 4-amino-1-(6-aminopyridin-3-yl)-7-(difluoromethoxy)-2-oxo-1,2-dihydro-1,8-naphthyridine-3-carboxylate NC1=C(C(N(C2=NC(=CC=C12)OC(F)F)C=1C=NC(=CC1)N)=O)C(=O)OC